(S)-5-((4-((2-hydroxy-1-phenylethyl)amino)-5-(3-morpholino-1,2,4-oxadiazol-5-yl)pyrimidin-2-yl)amino)-3,3-dimethylbenzo[c][1,2]oxaborol-1(3H)-ol OC[C@H](C1=CC=CC=C1)NC1=NC(=NC=C1C1=NC(=NO1)N1CCOCC1)NC1=CC2=C(B(OC2(C)C)O)C=C1